zinc orthophosphate P(=O)([O-])([O-])[O-].[Zn+2].P(=O)([O-])([O-])[O-].[Zn+2].[Zn+2]